4-(methyl sulfonyl)benzyl (7-ethyl-1-hydroxy-1,3-dihydrobenzo[c][1,2]oxaborole-6-carbonyl)-L-valinate C(C)C1=C(C=CC2=C1B(OC2)O)C(=O)N[C@@H](C(C)C)C(=O)OCC2=CC=C(C=C2)S(=O)(=O)C